CN(C=NC1=NC(SS1)=S)C N,N-Dimethyl-N'-(3-thioxo-3H-1,2,4-dithiazole-5-yl)methanimidamide